bis(diallylamino)tetrachlorocyclotriphosphazene C(C=C)N(CC=C)P1(=NP(=NP(=N1)(Cl)Cl)(Cl)Cl)N(CC=C)CC=C